(S)-2-(3-(Cyclopropylmethyl)-5-((3-methylpiperidin-1-yl)methyl)phenyl)-6-(3-((4-methyl-4H-1,2,4-triazol-3-yl)methyl)oxetan-3-yl)isoindolin-1-one C1(CC1)CC=1C=C(C=C(C1)CN1C[C@H](CCC1)C)N1C(C2=CC(=CC=C2C1)C1(COC1)CC1=NN=CN1C)=O